C(C)(=O)OC[C@H]1O[C@H]([C@@H](C1)OC(C)=O)N1C2=NC(=NC=C2N(C1=O)CC1=CC=C(C=C1)Cl)N ((2S,4R,5R)-4-Acetoxy-5-(2-amino-7-(4-chlorobenzyl)-8-oxo-7,8-dihydro-9H-purin-9-yl) tetrahydrofuran-2-yl)methyl acetate